ClC1=CC(=C(C=C1)C1=NC(=NC(=N1)C1=CC=CC=C1)C=1C=C(C#N)C=CC1F)F 3-(4-(4-chloro-2-fluorophenyl)-6-phenyl-1,3,5-triazin-2-yl)-4-fluorobenzonitrile